1-(4-(5-chloropentyl)phenyl)ethan-1-one ClCCCCCC1=CC=C(C=C1)C(C)=O